4-methyl-5,6-dihydro-2H-pyran CC1=CCOCC1